C(C)N1N=C(N=C1C1CCC(CC1)C1OCCCNC1)C=1C=NC(=CC1)C(F)(F)F ((1s,4s)-4-(1-ethyl-3-(6-(trifluoromethyl)pyridin-3-yl)-1H-1,2,4-triazol-5-yl)cyclohexyl)-1,4-oxaazepane